N1=CC=C(C=C1)CC1CC2(CN(C2)C=O)C1 (6-(pyridin-4-ylmethyl)-2-azaspiro[3.3]heptan-2-yl)methanone